FC1=C(C=CC=C1OC)NC(C=CC1=CC=CC=C1)=O N-(2-fluoro-3-methoxyphenyl)cinnamamide